NC1=C(C=C(C(=C1)N)C)OCCO 2,4-diamino-1-(2-hydroxyethoxy)-5-methylbenzene